Tert-butyl N-[2-(trifluoromethyl)-4H,5H,6H-cyclopenta[b]thiophen-3-yl]-carbamate FC(C1=C(C2=C(S1)CCC2)NC(OC(C)(C)C)=O)(F)F